5-(1H-imidazol-1-yl)-4-methylpyridin-2(1H)-one N1(C=NC=C1)C=1C(=CC(NC1)=O)C